4-chloro-6-methoxy-1,6-dihydropyrimidine-2-amine ClC=1N=C(NC(C1)OC)N